2-(2-((7-(3-(aminomethyl)phenyl)-2-(((piperidin-3-ylmethyl)amino)methyl)benzofuran-5-yl)methoxy)phenyl)acetic acid NCC=1C=C(C=CC1)C1=CC(=CC=2C=C(OC21)CNCC2CNCCC2)COC2=C(C=CC=C2)CC(=O)O